O1CCC(=CC1)C=1C2=C(C(=NC1)OC)N=C(S2)NC(=O)C=2C=NN(C2)C2=CC=CC=C2 1-Phenyl-1H-pyrazole-4-carboxylic acid [7-(3,6-dihydro-2H-pyran-4-yl)-4-methoxy-thiazolo[4,5-c]pyridin-2-yl]-amide